SC(C)(C(C(C)=O)NC(C(C(=O)NC(C(=O)NC(COCC(C)NC)C)C(C)(C)S)(C)C)=O)C N1-(2-mercapto-2-methyl-4-oxopentan-3-yl)-N3-(3-mercapto-3-methyl-1-((1-(2-(methylamino)propoxy)propan-2-yl)amino)-1-oxobutan-2-yl)-2,2-dimethylmalonamide